methyl (R)-5-(7-chloro-3-cyclohexyl-2-methyl-1,1-dioxido-2,3,4,5-tetrahydrobenzo[f][1,2,5]thiadiazepin-8-yl)-2-fluorobenzoate ClC=1C(=CC2=C(NC[C@H](N(S2(=O)=O)C)C2CCCCC2)C1)C=1C=CC(=C(C(=O)OC)C1)F